ClC1=CC=C(C=C1)C1=CC=NC(N1[C@@H](CO)C)C=1C=NN(C1)C 6-(4-Chlorophenyl)-N-[(2R)-1-hydroxypropan-2-yl]-2-(1-methyl-1H-pyrazol-4-yl)pyrimidin